ClC=1C(N(C(=CC1OC(C)C1=C(C=C(C=C1)F)F)C)C1=CC(=NC=C1C)C1=CC=C2C(=N1)C(C(N2)=O)(C)C)=O 5-(3-chloro-4-(1-(2,4-difluorophenyl)ethoxy)-5',6-dimethyl-2-oxo-2H-[1,4'-bipyridin]-2'-yl)-3,3-dimethyl-1,3-dihydro-2H-pyrrolo[3,2-b]pyridin-2-one